[Ti].C(CCCCCCCCCCC)(=O)O.C(CCCCCCCCCCC)(=O)O bis(lauric acid) titanium